S1C(=NC2=C1C=CC=C2)NC2=C(C=C(N=N2)N(C=2SC(=C(N2)C(=O)[O-])CCCOC2=C(C=C(C=C2)C#CCNC)F)CCCC[N+](C)(C)C)C 2-[[6-(1,3-benzothiazol-2-ylamino)-5-methyl-pyridazin-3-yl]-[4-(trimethylammonio)butyl]amino]-5-[3-[2-fluoro-4-[3-(methylamino)prop-1-ynyl]phenoxy]propyl]thiazole-4-carboxylate